C(#N)C1=NC(=CC(=C1)C=1C=C(C=CC1C)NC(=O)N1C[C@@H](CC1)CC(F)(F)F)N1CCOCC1 (3S)-N-[3-[2-cyano-6-(morpholin-4-yl)pyridin-4-yl]-4-methylphenyl]-3-(2,2,2-trifluoroethyl)pyrrolidine-1-carboxamide